C(C)NC(=O)OC1CC(NC(C1)(C)C)(C)C 4-(ethylcarbamoyloxy)-2,2,6,6-tetramethylpiperidine